C(C=C)O[C@@H]1[C@@H]([C@@H]2[C@H]([C@H](O1)CN1N=NC(=C1)C1=CC(=CC=C1)OCCOCCN=[N+]=[N-])OC(O2)(C)C)N (3aS,4R,6S,7R,7aR)-6-(allyloxy)-4-((4-(3-(2-(2-azidoethoxy)ethoxy)phenyl)-1H-1,2,3-triazol-1-yl)methyl)-2,2-dimethyltetrahydro-4H-[1,3]dioxolo[4,5-c]pyran-7-amine